CSC=1N=C(C2=C(N1)CN(C1(C2)CCC1)C(=O)OC(C)(C)C)OS(=O)(=O)C(F)(F)F tert-butyl 2'-(methylthio)-4'-(((trifluoromethyl) sulfonyl) oxy)-5',8'-dihydro-7'H-spiro[cyclobutane-1,6'-pyrido[3,4-d]pyrimidine]-7'-carboxylate